3-(3-((5-chloro-2-((3-methyl-1-(1-methylpiperidin-4-yl)-1H-pyrazol-4-yl)amino)pyrimidin-4-yl)amino)propyl)-1,3-oxazepan-2-one ClC=1C(=NC(=NC1)NC=1C(=NN(C1)C1CCN(CC1)C)C)NCCCN1C(OCCCC1)=O